3-acetyl-N-(2-fluoro-5-(hydroxymethyl)-3-(1-methyl-1H-pyrazol-4-yl)phenyl)-7-methoxyindolizine-1-carboxamide C(C)(=O)C1=CC(=C2C=C(C=CN12)OC)C(=O)NC1=C(C(=CC(=C1)CO)C=1C=NN(C1)C)F